C(CCCCCC)OC1=C(COC2=C(C=CC=C2)N2CC=C(C(=O)O)C=C2)C=CC=C1 N-{2-[2-(heptyloxy)benzyloxy]phenyl}isonicotinic acid